N-(4-(2-(((1r,4r)-4-aminocyclohexyl)amino)-8-ethylquinazolin-6-yl)-3-methylphenyl)-2-methoxybenzenesulfonamide NC1CCC(CC1)NC1=NC2=C(C=C(C=C2C=N1)C1=C(C=C(C=C1)NS(=O)(=O)C1=C(C=CC=C1)OC)C)CC